5-(cyclopropylmethyl)-4-(4-(difluoromethoxy)phenyl)-7-methyl-2-(2-methyl-2H-indazol-5-yl)-2,7-dihydro-3H-pyrrolo[2,3-c]pyridazin-3-one C1(CC1)CC1=CN(C2=NN(C(C(=C21)C2=CC=C(C=C2)OC(F)F)=O)C2=CC1=CN(N=C1C=C2)C)C